11,15-Dimethylhentriacontane CC(CCCCCCCCCC)CCCC(CCCCCCCCCCCCCCCC)C